(S)-3-(3-chloro-4-fluorophenyl)-1-methyl-1-(6-oxo-1,4,5,6-tetrahydro-2H-pyrano[3,4-c]isoquinolin-1-yl)urea ClC=1C=C(C=CC1F)NC(N([C@@H]1COCC=2NC(C=3C=CC=CC3C21)=O)C)=O